2-Chloro-1-fluoro-4-(trifluoro-methyl)benzene ClC1=C(C=CC(=C1)C(F)(F)F)F